COC1=CC=C(C=C1)/C(/C(=O)O)=C\C(=O)O p-methoxyphenyl-fumaric acid